2-(7-fluoronaphthalen-1-yl)-4,4,5,5-tetramethyl-1,3,2-dioxaborolane FC1=CC=C2C=CC=C(C2=C1)B1OC(C(O1)(C)C)(C)C